ClC1=C2C(=NN(C2=C(C=C1)B1OC(C(O1)(C)C)(C)C)CC(F)(F)F)NS(=O)(=O)C N-(4-chloro-7-(4,4,5,5-tetramethyl-1,3,2-dioxaborolan-2-yl)-1-(2,2,2-trifluoroethyl)-1H-indazol-3-yl)methanesulfonamide